2-(4-Chloro-1-isopropyl-1H-pyrazol-5-yl)-N-(4-(pyridin-2-yl)benzyl)furo[3,2-d]pyrimidin-4-amine ClC=1C=NN(C1C=1N=C(C2=C(N1)C=CO2)NCC2=CC=C(C=C2)C2=NC=CC=C2)C(C)C